(3S)-N-[6-[4-((3R,4R)-4-fluoro-3-methyl-tetrahydrofuran-3-yl)piperazin-1-yl]-7-methyl-3-isoquinolyl]-5,5-dimethyl-tetrahydrofuran-3-carboxamide F[C@@H]1[C@](COC1)(C)N1CCN(CC1)C=1C=C2C=C(N=CC2=CC1C)NC(=O)[C@@H]1COC(C1)(C)C